Sodium hydroxide Sulfite S(=O)(O)O.[OH-].[Na+]